CS(=O)(C)=NC1=C(C2=C(N(C(=N2)[C@@H](NC(OC(C)(C)C)=O)C2CCC(CC2)C)COCC[Si](C)(C)C)C=C1)F tert-butyl N-[(S)-(5-{[dimethyl(oxo)-λ6-sulfanylidene]amino}-4-fluoro-1-[2-(trimethylsilyl)ethoxymethyl]benzimidazol-2-yl)(4-methylcyclohexyl)methyl]carbamate